octacos-11-enoate C(CCCCCCCCCC=CCCCCCCCCCCCCCCCC)(=O)[O-]